S(=O)(=O)=C(CC)N1CCNCC1 sulfonyl(piperazin-1-yl)propan